Cl.N1(CCOCC1)C1=NC(=NC(N1C1=CC(=CC=C1)C(F)(F)F)NC1=CC=CC=C1)N 6-Morpholine-4-yl-N-phenyl-N1-(3-trifluoromethylphenyl)-[1,3,5]triazine-2,4-diamine hydrochloride